1-(4-(2-(4-tert-butylphenyl)-1,3-selenazol-5-yl)benzyl)piperidine-4-carboxylic acid methyl ester COC(=O)C1CCN(CC1)CC1=CC=C(C=C1)C1=CN=C([Se]1)C1=CC=C(C=C1)C(C)(C)C